ClC1=C(C=CC=C1)[C@H]1COCCN1C=1C(=C(C(=O)N[C@H](C)\C=C\S(=O)(=O)C)C=C(C1)F)F ((S)-3-(2-Chlorophenyl)morpholino)-2,5-difluoro-N-((R,E)-4-(methylsulfonyl)but-3-en-2-yl)benzamide